C1(=CC=C(C=C1)C(=O)[O-])C1=CC=CC=C1 [1,1-biphenyl]-4-carboxylate